NC1=NC=2C=C(C(=CC2C2=C1C=NN2C)C(=O)N(C)C2COC1=C2C=CC(=C1)C#CC=1C=NC=CC1C(F)F)F 4-amino-N-(6-((4-(difluoromethyl)pyridin-3-yl)ethynyl)-2,3-dihydrobenzofuran-3-yl)-7-fluoro-N,1-dimethyl-1H-pyrazolo[4,3-c]quinoline-8-carboxamide